(E)-2-(1-((3-(4-hydroxy-3-methoxyphenyl)propenoyl)oxy)pentyl)benzoic acid OC1=C(C=C(C=C1)/C=C/C(=O)OC(CCCC)C1=C(C(=O)O)C=CC=C1)OC